ClC1=C(N=C2N(C1=O)C=C(N=C2C2=C(C=C(C=C2)F)F)C2CC(OCC2)C=2C=NN(C2)C2CC2)C 3-chloro-7-(2-(1-cyclopropyl-1H-pyrazol-4-yl)tetrahydro-2H-pyran-4-yl)-9-(2,4-difluorophenyl)-2-methyl-4H-pyrazino[1,2-a]pyrimidin-4-one